FC=1C(=NC=CC1)NC=1C=NC=2CCN(CC2C1)C1=C(C=C(C=N1)C#N)C 6-[3-[(3-fluoro-2-pyridyl)amino]-7,8-dihydro-5H-1,6-naphthyridin-6-yl]-5-methyl-pyridine-3-carbonitrile